BrC1=C(OCC=2N=CSC2)C=C(C=C1)CO[Si](C)(C)C(C)(C)C 4-((2-Bromo-5-(((tert-butyldimethylsilyl)oxy)methyl)phenoxy)methyl)thiazole